FC1=CC=C(C=C1)C(N1C[C@@H](N(C[C@H]1COC)C1=CC(N(C=2C=CC(=NC12)C#N)C)=O)C)C1=NOC=C1 8-((2s,5s)-4-((4-fluorophenyl)(isoxazol-3-yl)methyl)-5-(methoxymethyl)-2-methylpiperazin-1-yl)-5-methyl-6-oxo-5,6-dihydro-1,5-naphthyridine-2-carbonitrile